C([C@@H](O)C1=CC=CC=C1)#N l-mandelonitrile